Cl.NC\C=C(\CN1C=NC2=C1C=C(C=C2C=2C=NC=CC2)C#N)/F (Z)-1-(4-amino-2-fluoro-but-2-en-1-yl)-4-(pyridin-3-yl)-1H-benzo[d]imidazole-6-carbonitrile hydrochloride